3,5-Di-tert-butyl-4-hydroxybenzylphosphonic acid diethyl ester C(C)OP(OCC)(=O)CC1=CC(=C(C(=C1)C(C)(C)C)O)C(C)(C)C